O=C1N[C@H]2[C@@H](N1)CS[C@H]2CCCCC(=O)O 5-[(3aS,4S,6aR)-2-oxohexahydro-1H-thieno[3,4-d]imidazol-4-yl]pentanoic acid